CC1=CC=C(O1)C1=CC(=NN1)C1=C(C2=CC=CC=C2C=C1)O 2-(5-(5-Methylfuran-2-yl)-1H-pyrazol-3-yl)naphthalen-1-ol